(3S)-N-((1R,2R,4S)-7-cyano-7-azabicyclo[2.2.1]heptan-2-yl)-1-(3-methylphenyl)-3-pyrrolidinecarboxamide C(#N)N1[C@H]2[C@@H](C[C@@H]1CC2)NC(=O)[C@@H]2CN(CC2)C2=CC(=CC=C2)C